1-(4-(4,4,5,5-tetramethyl-1,3,2-dioxaborolan-2-yl)phenyl)ethan-1-one CC1(OB(OC1(C)C)C1=CC=C(C=C1)C(C)=O)C